SC(C(=O)N)C Mercaptopropionamide